C(C)(=O)NC1=C(C(=O)OC)C=C(C(=C1F)Br)C(F)(F)F Methyl 2-acetamido-4-bromo-3-fluoro-5-(trifluoromethyl)benzoate